OC(CN1C[C@@H]2[C@H](C1)CC(C2)(O)CC=2SC=CC2)C2=CC=C(C=C2)O |r| rac-(3aR,5r,6aS)-2-(2-hydroxy-2-(4-hydroxyphenyl)ethyl)-5-(thiophen-2-ylmethyl)octahydrocyclopenta[c]pyrrol-5-ol